4-({[3-(3,3-dimethylbutoxy)pyridin-4-yl]methyl}amino)-N-(3-fluorophenyl)-2-oxo-1,2,5,6-tetrahydropyridine-3-carbothioamide CC(CCOC=1C=NC=CC1CNC1=C(C(NCC1)=O)C(NC1=CC(=CC=C1)F)=S)(C)C